C(C)OS(=O)(=O)[O-] Ethylsulfat